1-benzyl-4-(p-formylstyryl)pyridinium C(C1=CC=CC=C1)[N+]1=CC=C(C=C1)C=CC1=CC=C(C=C1)C=O